C(CCC)C=1OC2=C(C1C(=O)C1=CC(=C(C(=C1)I)OCCN(CC)CC)I)C=CC=C2 (2-butylbenzofuran-3-yl)(4-(2-(diethylamino)ethoxy)-3,5-diiodophenyl)methanone